2-methyl-4-trifluoromethylthiazole-5-carboxamide CC=1SC(=C(N1)C(F)(F)F)C(=O)N